O=C1NC(CCC1N1C(N(C2=C1C=CC=C2N2CC(C2)CO[C@@H]2[C@@H](CN(CC2)C(=O)OC(C)(C)C)F)C)=O)=O tert-butyl (3R,4S)-4-[[1-[1-(2,6-dioxo-3-piperidyl)-3-methyl-2-oxo-benzimidazol-4-yl] azetidin-3-yl]methoxy]-3-fluoro-piperidine-1-carboxylate